ClC1=C2C(=NC=C1)N(N=C2)CC 4-chloro-1-ethyl-pyrazolo[3,4-b]pyridine